2-amino-6-borono-2-(3-(4-(3,4-dichlorophenyl)piperazin-1-yl)propyl)hexanoic acid NC(C(=O)O)(CCCCB(O)O)CCCN1CCN(CC1)C1=CC(=C(C=C1)Cl)Cl